OCC1=CCC2C1C(OC=C2C(=O)OC)OCC methyl 7-(hydroxymethyl)-1-ethoxy-1,4a,5,7a-tetrahydrocyclopenta[c]pyran-4-carboxylate